hydroxyphenyloxazole C1=CC=C(C=C1)C2=NC(=CO2)O